bismuth neodecanoate C(CCCCCC(C)(C)C)(=O)[O-].[Bi+3].C(CCCCCC(C)(C)C)(=O)[O-].C(CCCCCC(C)(C)C)(=O)[O-]